Trans-2,2,3,3,5,6-hexafluoro-1,4-dioxane FC1(O[C@H]([C@@H](OC1(F)F)F)F)F